C(C)OC1=CC=C(C=C1)N=NN 4-ethoxyphenyl-triazene